N-(3-(dimethylamino)-2-nitrophenyl)-4-nitro-1H-pyrazole-3-carboxamide CN(C=1C(=C(C=CC1)NC(=O)C1=NNC=C1[N+](=O)[O-])[N+](=O)[O-])C